Cl.C1(CC1)C1=C(C(=NO1)C1=NN(C2=NC=NC(=C21)N)C(C)C)C2=NC=C(C=N2)C2CCNCC2 3-(5-cyclopropyl-4-(5-(piperidin-4-yl)pyrimidin-2-yl)isoxazol-3-yl)-1-isopropyl-1H-pyrazolo[3,4-d]pyrimidin-4-amine hydrochloride